Methyl N-(2-((S)-1-(2,3-difluorobenzyl)-5-oxopyrrolidin-2-yl)acetyl)-O-methyl-L-threonyl-L-phenylalaninate FC1=C(CN2[C@@H](CCC2=O)CC(=O)N[C@@H]([C@H](OC)C)C(=O)N[C@@H](CC2=CC=CC=C2)C(=O)OC)C=CC=C1F